benzyl N-[(2E)-9,10-dimethoxy-4-oxo-3H,6H,7H-pyrimido[4,3-a]isoquinolin-2-ylidene]carbamate COC=1C=C2CCN3C(C2=CC1OC)=C/C(/NC3=O)=N\C(OCC3=CC=CC=C3)=O